N1=CC=C(C=C1)NC(=O)[C@H]1CC12CCN(CC2)C(=O)OC(C(F)(F)F)C(F)(F)F 1,1,1,3,3,3-hexafluoropropan-2-yl (S)-1-(pyridin-4-ylcarbamoyl)-6-azaspiro[2.5]octane-6-carboxylate